FC(C1=CC=C(C=C1)CC(C)N)(F)F 1-(4-(trifluoromethyl)phenyl)Propan-2-amine